hexafluoropentanedione C(C(=O)C(F)(F)F)C(=O)C(F)(F)F